diethyleneglycol bis[3-(3-tert-butyl-5-methyl-4-hydroxyphenyl) propionate] C(C)(C)(C)C=1C=C(C=C(C1O)C)CCC(=O)OCCOCCOC(CCC1=CC(=C(C(=C1)C)O)C(C)(C)C)=O